4-methyl-N-(3-(3-methylpyridin-2-yl)-1-phenyl-1H-pyrazol-5-yl)pyridin-2-amine CC1=CC(=NC=C1)NC1=CC(=NN1C1=CC=CC=C1)C1=NC=CC=C1C